C1=CC=CC=2C3=CC=CC=C3C(C12)COC(=O)N[C@H](C(=O)O)CC1CCC(CC1)O (S)-2-((((9H-fluoren-9-yl)methoxy)carbonyl)amino)-3-((1s,4R)-4-hydroxycyclohexyl)propanoic acid